(2R,6S)-2-ethylamino-6-hydroxy-6-methyl-2-(4-(trifluoromethyl)phenyl)cyclohexan-1-one hydrochloride Cl.C(C)N[C@@]1(C([C@@](CCC1)(C)O)=O)C1=CC=C(C=C1)C(F)(F)F